7-(1-(3-fluoro-4-hydroxyphenyl)ethyl)furo[3,2-b]pyridine-5-carboxylic acid methyl ester COC(=O)C1=CC(=C2C(=N1)C=CO2)C(C)C2=CC(=C(C=C2)O)F